CC(C)(C)Br 1,1-dimethylethyl bromide